2-Chloro-3-methyl-4-((2R,5S)-5-((pyridin-4-yloxy)methyl)-2-(trifluoromethyl)oxazolidin-3-yl)benzonitril ClC1=C(C#N)C=CC(=C1C)N1[C@H](O[C@@H](C1)COC1=CC=NC=C1)C(F)(F)F